CNC(=O)C1CCSCC1 N-methylthiane-4-carboxamide